COC(C1=CC(=C(C=C1)N)NCC1=NN=CN1CCC)=O 4-amino-3-(((4-propyl-4H-1,2,4-triazol-3-yl)methyl)amino)benzoic acid methyl ester